3-(4-{[4-(propan-2-yl)phenyl]sulfamoyl}phenyl)-1-(pyridin-3-ylmethyl)urea CC(C)C1=CC=C(C=C1)NS(=O)(=O)C1=CC=C(C=C1)NC(NCC=1C=NC=CC1)=O